BrC1=CC(=C(CN(C)C)C(=C1)OC)OC (4-Bromo-2,6-dimethoxy-benzyl)-dimethyl-amine